2-imino-3-(2-(methoxymethyl)-5-methylphenyl)thiazolidin-4-one N=C1SCC(N1C1=C(C=CC(=C1)C)COC)=O